ClC=1C=C(C=C(C1)Cl)C1=NOC(C1)(C(=O)N[C@@H]1C[C@@H](OC1)C(=O)OC)OC |o1:16,18| Methyl rel-(2R,4R)-4-[[3-(3,5-dichlorophenyl)-5-methoxy-4H-isoxazol-5-carbonyl]amino]tetrahydrofuran-2-carboxylat